BrC1=NC=C(C=C1Cl)C(Br)Br 2-bromo-3-chloro-5-(dibromomethyl)pyridine